C1CC12NCCN(C2)C2=CC=CC(=N2)C2=NC1=CC(=NC=C1C=C2)CC(=O)NC2=CC(=C(C=C2)C)S(=O)(=O)C 2-(2-(6-(4,7-diazaspiro[2.5]octan-7-yl)pyridin-2-yl)-1,6-naphthyridin-7-yl)-N-(4-methyl-3-(methylsulfonyl)phenyl)acetamide